α-iodocaproic acid IC(C(=O)O)CCCC